7-(8-Ethynyl-7-fluoro-3-(methoxymethoxy)naphthalen-1-yl)-8-fluoro-2-(((2R,7aS)-2-fluorotetrahydro-1H-pyrrolizin-7a(5H)-yl)methoxy)quinazolin-4-ol C(#C)C=1C(=CC=C2C=C(C=C(C12)C1=CC=C2C(=NC(=NC2=C1F)OC[C@]12CCCN2C[C@@H](C1)F)O)OCOC)F